S1(C2=C(O[C@@]3(CN1)COCC3)N=CC=C2)(=O)=O (S)-2',3',4,5-Tetrahydro-2H-spiro[furan-3,4'-pyrido[2,3-b][1,4,5]oxathiazepine] 1',1'-dioxide